Dimethyl silicate [Si](OC)(OC)([O-])[O-]